FC1=C(C(=C(C=C1CC=C)CC=C)F)B(C1=C(C(=CC(=C1F)CC=C)CC=C)F)C1=C(C(=CC(=C1F)CC=C)CC=C)F Tris(2,6-difluoro-3,5-diallylphenyl)borane